1-cyclopropyl-5-((2S,3R,4S,5R)-3,4-dihydroxy-5-(hydroxymethyl)tetrahydrofuran-2-yl)pyrimidine C1(CC1)N1CN=CC(=C1)[C@@H]1O[C@@H]([C@H]([C@H]1O)O)CO